N-(3,4-dichloro-2-methylphenyl)-2-(N-hydroxyimino)acetamide ClC=1C(=C(C=CC1Cl)NC(C=NO)=O)C